ClC=1C=CC2=C(C=3C(C(NC4(CC4)C2)=O)=CN(C(C3)=O)[C@@H](CC3CC3)C=3NC(=CN3)C3=CC=[N+](C=C3)[O-])C1F |o1:20| (S*)-4-(2-(1-(11-chloro-12-fluoro-2,5-dioxo-2,5,6,8-tetrahydro-3H-spiro[benzo[e]pyrido[3,4-c]azocine-7,1'-cyclopropan]-3-yl)-2-cyclopropylethyl)-1H-imidazol-5-yl)pyridine 1-oxide